((2S,4R,5R)-4-acetoxy-5-(2-amino-8-oxo-7-(thiophen-2-ylmethyl)-7,8-dihydro-9H-purin-9-yl) tetrahydrofuran-2-yl)methyl acetate C(C)(=O)OC[C@H]1O[C@H]([C@@H](C1)OC(C)=O)N1C2=NC(=NC=C2N(C1=O)CC=1SC=CC1)N